38-(2-(ethoxymethyl)-4-(tritylamino)-1H-imidazo[4,5-c]quinolin-1-yl)-37,37-dimethyl-3,6,9,12,15,18,21,24,27,30,33,36-dodecaoxaoctatriacontan-1-ol C(C)OCC=1N(C2=C(C(=NC=3C=CC=CC23)NC(C2=CC=CC=C2)(C2=CC=CC=C2)C2=CC=CC=C2)N1)CC(OCCOCCOCCOCCOCCOCCOCCOCCOCCOCCOCCOCCO)(C)C